CN1CCC(CC1)C=1C=C(C=CC1)O 3-(1-methyl-4-piperidyl)phenol